5-(4-(Dimethylamino)-2-methyl-1H-pyrrolo[2,3-b]pyridin-1-yl)-7-methylindolin CN(C1=C2C(=NC=C1)N(C(=C2)C)C=2C=C1CCNC1=C(C2)C)C